[N+](=O)([O-])C1=CC=C(C=C1)N1CCC(CC1)=O 1-(4-nitrophenyl)piperidin-4-one